nickel (2-ethylhexyl) (p-nonylphenyl) phosphonate P(OCC(CCCC)CC)(OC1=CC=C(C=C1)CCCCCCCCC)=O.[Ni]